P(=O)(O)(O)O.C(CCCCCCC)OC1=CC=CC=C1 octylphenylether phosphate